N-((2-(2,6-dioxopiperidin-3-yl)-1-oxoisoindol-5-yl)methyl)-2-fluoro-1',2',3',6'-tetrahydro-[3,4'-bipyridine]-6-carboxamide hydrochloride Cl.O=C1NC(CCC1N1C(C2=CC=C(C=C2C1)CNC(=O)C1=CC=C(C(=N1)F)C=1CCNCC1)=O)=O